CC=1C=C(C2=CC=CC=C2C1)C=1C=NC=CN1 3-(3-methylnaphthalene-1-yl)pyrazine